[Si](C)(C)(C(C)(C)C)OC=1C=C2C(=NN(C2=CC1)C1OCCCC1)C1=CN=CC(=N1)O[C@H](COCC[C@@H](C)O)C (2R)-4-[(2S)-2-[6-[5-[tert-butyl(dimethyl)silyl]oxy-1-tetrahydropyran-2-yl-indazol-3-yl]pyrazin-2-yl]oxypropoxy]butan-2-ol